N,N-dimethyl-aminopropanol CN(C)C(CC)O